2,6,6-trimethylbicyclo[3.1.1]hepten-2-ene CC=1C=2C(C(CC1)C2)(C)C